NC(CCCCCCC)N Diaminooctan